difluorocarboxymethyltriethylammonium FC(C)([N+](CC)(CC)CC(=O)O)F